4-Butanesultone C1CCCOS1(=O)=O